(R)-5-chloro-2,3-dihydro-2-hydroxy-1-oxo-1H-indene-2-carboxylic acid methyl ester COC(=O)[C@@]1(C(C2=CC=C(C=C2C1)Cl)=O)O